2-(4H-1,2,4-triazol-4-yl)ethan-1-thiol N=1N=CN(C1)CCS